ClC1=CC(=C(C=N1)C1=NC=C(C=C1F)CN1CC(C1)C(C)(C)O)F 2-(1-((6'-chloro-3,4'-difluoro-[2,3'-bipyridin]-5-yl)methyl)azetidin-3-yl)propan-2-ol